2-Chloro-N-(2-{4-[(2-chloropyrimidin-4-yl)oxy]piperidin-1-yl}-2-[4-(difluoromethyl)-1,3-thiazol-5-yl]ethyl)-6-fluorobenzamid ClC1=C(C(=O)NCC(C2=C(N=CS2)C(F)F)N2CCC(CC2)OC2=NC(=NC=C2)Cl)C(=CC=C1)F